5-chloro-N1-(2-fluorophenyl)-2-methylbenzene-1,3-diamine ClC=1C=C(C(=C(C1)NC1=C(C=CC=C1)F)C)N